3-(3,5-di-tert-butyl-4-hydroxy-phenyl)-N-[3-[dodecenyl]-2,5-dioxo-pyrrolidin-1-yl]propionamide C(C)(C)(C)C=1C=C(C=C(C1O)C(C)(C)C)CCC(=O)NN1C(C(CC1=O)C=CCCCCCCCCCC)=O